8-phenyl-8,9-dihydro-2H-pyrido[4,3,2-de]phthalazin-3(7H)-one C1(=CC=CC=C1)C1CC2=NNC(C=3C=CC=C(C23)N1)=O